2-(1-(4-((4-(4-methoxypiperidin-1-yl)phenyl)amino)-5-oxo-5,6-dihydropyrimido[4,5-d]pyridazin-2-yl)piperidin-4-yl)acetonitrile COC1CCN(CC1)C1=CC=C(C=C1)NC1=NC(=NC=2C=NNC(C21)=O)N2CCC(CC2)CC#N